N-(diphenylmethylene)-6-methyl-5-nitropyridin-3-amine C1(=CC=CC=C1)C(=NC=1C=NC(=C(C1)[N+](=O)[O-])C)C1=CC=CC=C1